O=C1C(=O)NCCC1N1C(CCCC1)=O 2-keto(piperidine-2-onyl)(valerolactam)